NC=1C2=C(N=C(N1)Cl)N(C(=C2C2=CC(=C(C=C2)OC2=NC=CC(=N2)C)OC)C2=CC=C(C=C2)NC(C=C)=O)C N-(4-(4-amino-2-chloro-5-(3-methoxy-4-((4-methylpyrimidin-2-yl)oxy)phenyl)-7-methyl-7H-pyrrolo[2,3-d]pyrimidin-6-yl)phenyl)acrylamide